ClC=1C=CC(=C(C1)C1=C(C=NN1CC(CO)O)NC(=O)C=1C=NN2C1N=CC=C2)OC N-(5-(5-chloro-2-methoxyphenyl)-1-(2,3-dihydroxypropyl)-1H-pyrazol-4-yl)pyrazolo[1,5-a]pyrimidine-3-carboxamide